(S)-3-(4-cyclopropyloxyphenyl)-2-((S)-2-(2-morpholinoacetamido)propionamido)propanoic acid methyl ester COC([C@H](CC1=CC=C(C=C1)OC1CC1)NC([C@H](C)NC(CN1CCOCC1)=O)=O)=O